6-(6'-Fluoro-[2,2'-bipyridin]-3-yl)imidazo[1,2-a]pyridin-3-carbonitril FC1=CC=CC(=N1)C1=NC=CC=C1C=1C=CC=2N(C1)C(=CN2)C#N